FC1(CCC(N(C1)C(CO)C1=CN=C(S1)NC(OC(C)(C)C)=O)=O)F tert-butyl (5-(1-(5,5-difluoro-2-oxopiperidin-1-yl)-2-hydroxyethyl)thiazol-2-yl)carbamate